Cl.COC(=O)C1CCC(CC1)N 4-aminocyclohexylcarboxylic acid methyl ester hydrochloride